5-(4-fluorobenzoyl)amino-3-(1-azabicyclo[5.4.0]undec-3-en-4-yl)-benzothiophene FC1=CC=C(C(=O)NC=2C=CC3=C(C(=CS3)C3=CCN4CCCCC4CC3)C2)C=C1